(10-(naphthalen-1-yl)anthracen-9-yl)boric acid C1(=CC=CC2=CC=CC=C12)C1=C2C=CC=CC2=C(C2=CC=CC=C12)OB(O)O